FC(C1=NC(=NO1)C1=CC=C(C=C1)C(C)=O)(F)F 1-(4-(5-(trifluoromethyl)-1,2,4-oxadiazol-3-yl)phenyl)ethan-1-one